CN1N=NC=C1COC=1C=C2CCN(CC2=CC1)C(=O)OC(C)(C)C tert-butyl 6-[(3-methyltriazol-4-yl)methoxy]-3,4-dihydro-1H-isoquinoline-2-carboxylate